FC1(CNCCC1N1CCC(CC1)C1CCN(CC1)C(=O)OC(C)(C)C)F tert-butyl 1'-(3,3-difluoropiperidin-4-yl)-[4,4'-bipiperidine]-1-carboxylate